1,2-dioleoxy-N,N-dimethyl-3-aminopropane C(CCCCCCC\C=C/CCCCCCCC)OCC(CN(C)C)OCCCCCCCC\C=C/CCCCCCCC